1-(oxiran-2-ylmethyl)-3-phenylimidazolidin-2-one O1C(C1)CN1C(N(CC1)C1=CC=CC=C1)=O